C1=C(C=C(C(=C1O)O)O)C2=C(C(=O)C3=C(C=C(C=C3O2)O)O)O[C@H]4[C@@H]([C@H]([C@H]([C@H](O4)CO)O)O)O The molecule is a glycosyloxyflavone that is myricetin with a beta-D-galactosyl residue attached at position 3. It has a role as a metabolite. It is a beta-D-galactoside, a monosaccharide derivative, a pentahydroxyflavone and a glycosyloxyflavone. It derives from a beta-D-galactose and a myricetin.